2-(1-((6-Bromo-5-fluoropyridin-3-yl)methyl)piperidin-4-yl)propan-2-ol BrC1=C(C=C(C=N1)CN1CCC(CC1)C(C)(C)O)F